2-[(benzoyloxy)imino]-1-phenylpropan-1-one C(C1=CC=CC=C1)(=O)ON=C(C(=O)C1=CC=CC=C1)C